N-(1-(5-(cyclopropanecarbonyl)-8-fluoro-5,6,7,8-tetrahydro-1,5-naphthyridin-2-yl)ethyl)-4-fluorobenzamide C1(CC1)C(=O)N1C=2C=CC(=NC2C(CC1)F)C(C)NC(C1=CC=C(C=C1)F)=O